2,4-dihydroxypyridinium OC1=[NH+]C=CC(=C1)O